C1(CC1)CN1C(=CC2=CC=CC=C12)C1=NC2=C(N1CC1=CC=NC=C1)C(=CC(=C2)C(=O)N2[C@@H]1CC[C@H](C2)[C@H]1N)OC (1R,4R,7R)-2-(2-[1-(cyclopropylmethyl)-1H-indol-2-yl]-7-methoxy-1-[(pyridin-4-yl)methyl]-1H-1,3-benzodiazole-5-carbonyl)-2-azabicyclo[2.2.1]heptan-7-amine